C(C)(C)(C)NS(=O)(=O)C1=CC(=CC=C1)C(=O)N1CC2(C3=CC(=CC=C13)NS(=O)(=O)C)CCC(CC2)C N-(tert-butyl)-3-(4-methyl-5'-(methylsulfonamido)spiro[cyclohexane-1,3'-indoline]-1'-carbonyl)benzenesulfonamide